C1CC(=O)N(C1=O)OC(=O)C2=CC3=C(C=C2)C(=O)OC34C5=C(C=C(C=C5)O)OC6=C4C=CC(=C6)O The molecule is an N-hydroxysuccinimide ester derived from 6-carboxyfluorescein. A fluorescent cell staining dye, it is cell permeable and covalently couples, via its succinimidyl group, to intracellular molecules, notably to intracellular lysine residues. It has a role as a fluorochrome. It derives from a fluorescein.